C(C[C@H]1CC[C@H]2[C@@H]3CC[C@H]4C[C@@H](CC[C@]4(C)[C@H]3[C@H](C[C@]12C)O)O)O 5α-pregnane-3α,11β,21-triol